(S)-quinuclidin-3-yl (6-(3-isopropylphenyl)-1,2,3,4-tetrahydronaphthalen-1-yl)carbamate C(C)(C)C=1C=C(C=CC1)C=1C=C2CCCC(C2=CC1)NC(O[C@@H]1CN2CCC1CC2)=O